C(#N)C=1C=CC2=C(N(C(=N2)NC([C@@H](C)N(CC(F)(F)F)C)=O)C2CCC2)C1 (R)-N-(6-cyano-1-cyclobutyl-1H-benzo[d]imidazol-2-yl)-2-(methyl(2,2,2-trifluoroethyl)amino)propan-amide